C(C(=C)C)(=O)[O-].COCCN1C(=[N+](C=C1)CCOC)C 1,3-bis(2-methoxyethyl)-2-methyl-imidazolium methacrylate